N,5-dimethylmorpholinium C[NH+]1CCOCC1C